C1C=CCC1 2-Cyclopenten